CN[C@H]1COCC1 (3R)-N-methyl-oxolan-3-amine